(R)-2-amino-6-(3-ammoniopiperidin-1-yl)-4-methylpyrimidin-1-ium NC1=[NH+]C(=CC(=N1)C)N1C[C@@H](CCC1)[NH3+]